[N,N'-bis[(2-hydroxyphenyl)methylene]-1,2-diaminocyclohexane] manganese (III) chloride [Cl-].[Mn+3].OC1=C(C=CC=C1)C=NC1C(CCCC1)N=CC1=C(C=CC=C1)O.[Cl-].[Cl-]